ClC=1C=NC(=NC1)OC1=CC=CC2=C1N(C(OC2C(F)(F)F)=O)CCN2N=C(C=C2)C(F)(F)F 8-[(5-chloropyrimidin-2-yl)oxy]-4-(trifluoromethyl)-1-{2-[3-(trifluoromethyl)-1H-pyrazol-1-yl]ethyl}-1,4-dihydro-2H-benzo[d][1,3]oxazin-2-one